6-(4-Amino-2,6-dichlorophenoxy)-2-(3-methoxybenzyl)-3,4-dihydroisoquinolin-1(2H)-one NC1=CC(=C(OC=2C=C3CCN(C(C3=CC2)=O)CC2=CC(=CC=C2)OC)C(=C1)Cl)Cl